2-cyclopentyl-4-(3-(m-tolyl)-5H-pyrrolo[2,3-b]pyrazin-5-yl)benzoic acid C1(CCCC1)C1=C(C(=O)O)C=CC(=C1)N1C=CC=2C1=NC(=CN2)C=2C=C(C=CC2)C